isopropyl trans-N-[4-[5-[4-[2-(benzylamino)-2-oxo-ethyl]-2-(tert-butylsulfamoyl)phenyl]thiazol-2-yl]cyclohexyl]carbamate C(C1=CC=CC=C1)NC(CC1=CC(=C(C=C1)C1=CN=C(S1)[C@@H]1CC[C@H](CC1)NC(OC(C)C)=O)S(NC(C)(C)C)(=O)=O)=O